BrCC=1C(=NC=C(C1)F)F 3-(bromomethyl)-2,5-difluoropyridine